C1(=CC=CC=C1)N1N=CC(=C1)C=1SC=C(N1)C(=O)N(C1CCN(CC1)C(C)C)C(C)C 2-(1-phenyl-1H-pyrazol-4-yl)-N-(propan-2-yl)-N-[1-(propan-2-yl)piperidin-4-yl]-1,3-thiazole-4-carboxamide